FC1(C[C@H]([C@@H](C1)CN1N=C(C(=C1C(=O)OCC)C)C(C)(F)F)C(F)(F)F)F ethyl 1-(((trans)-4,4-difluoro-2-(trifluoromethyl)cyclopentyl)methyl)-3-(1,1-difluoroethyl)-4-methyl-1H-pyrazole-5-carboxylate